COC(=O)C1(CCC2(C(=CC3=CC=CC=C23)CC(COCC2=CC=C(C=C2)OC)CC2=CC=CC=C2)CC1)NC1=CC(=CC=C1)Cl (1r,4r)-2'-{2-benzyl-3-[(4-methoxyphenyl)methoxy]propyl}-4-(3-chloroanilino)spiro[cyclohexane-1,1'-indene]-4-carboxylic acid methyl ester